NC1=CC=C(C=C1)N(CCN(C1=CC=C(C=C1)N)C)C N,N'-di(4-aminophenyl)-dimethylethylenediamine